C(C(C)C)OC(C(CC(=O)OCC(C)C)[Si](C)(C)C)=O trimethylsilylsuccinic acid diisobutyl ester